COC1CN(C1)C1=CC2=C(N=C(O2)C2=C3C=C(N=CC3=C(N=C2)NC)NC(=O)C2CC2)C=C1 N-(5-(6-(3-methoxyazetidin-1-yl)benzo[d]oxazol-2-yl)-8-(methylamino)-2,7-naphthyridin-3-yl)cyclopropanecarboxamide